ClC1=C(CCl)C(=CC(=C1)Cl)F 2,4-dichloro-6-fluorobenzyl chloride